Methyl (2-((S)-1-(2,3-difluorobenzyl)-5-oxopyrrolidin-2-yl)acetyl)-L-valyl-L-prolinate FC1=C(CN2[C@@H](CCC2=O)CC(=O)N[C@@H](C(C)C)C(=O)N2[C@@H](CCC2)C(=O)OC)C=CC=C1F